FC1=C(C=CC=C1)C=1C=NC=2N(C1)C=C(N2)COC2=CC(=NC=C2)F 6-(2-fluorophenyl)-2-(2-fluoropyridin-4-yloxymethyl)imidazo[1,2-a]pyrimidine